6-(1-methyl-1H-imidazol-4-yl)pyrazolo[1,5-a]pyridine CN1C=NC(=C1)C=1C=CC=2N(C1)N=CC2